FC(F)C=1C(=C(C=CC1)F)[N+](=O)[O-] (difluoromethyl)-1-fluoro-2-nitro-benzene